rac-5-(methylcarbamoyl)-6-oxo-1-(1-(m-tolyl)ethyl)-1,6-dihydropyridine-3-carboxylic acid butyl ester C(CCC)OC(=O)C1=CN(C(C(=C1)C(NC)=O)=O)[C@H](C)C=1C=C(C=CC1)C |r|